(7Z)-11-iodo-1,1-diheptyloxy-7-undecene ICCC\C=C/CCCCCC(OCCCCCCC)OCCCCCCC